ClC1=C(C(=CC=C1)Cl)N1CC(C1)C1=CC=C(CN2CCC(CC2)(C(=O)O)C)C=C1 1-(4-(1-(2,6-dichlorophenyl)azetidin-3-yl)benzyl)-4-methylpiperidine-4-carboxylic acid